2-(4-chloro-3-fluorophenoxy)-N-(3-cyanobicyclo[1.1.1]pentan-1-yl)acetamide ClC1=C(C=C(OCC(=O)NC23CC(C2)(C3)C#N)C=C1)F